O[C@H](C(C)=O)[C@H]([C@@H](CO)O)O (3s,4s,5r)-3,4,5,6-tetrahydroxyhexanone